3-bromo-5-methylpyrazolo[1,5-a]pyridine BrC=1C=NN2C1C=C(C=C2)C